4-(1,1,3,3-tetramethylbutyl)-6-benzotriazol-2-ylphenol CC(CC(C)(C)C)(C)C1=CC=C(C(=C1)N1N=C2C(=N1)C=CC=C2)O